C1(CC1)C1=C(C(=NO1)C1=C(C=C(C=C1Cl)F)Cl)COC1=CC=C2C(=N1)C1(CC1)CC1=C(O2)C=C(C=C1)C(=O)OC methyl 2-((5-cyclopropyl-3-(2,6-dichloro-4-fluorophenyl)isoxazol-4-yl)methoxy)-10H-spiro[benzo[6,7]oxepino[3,2-b]pyridine-11,1'-cyclopropane]-7-carboxylate